4-(3,4-dimethylanilino)-7-(4-pyridyl)quinoline-3-carboxamide CC=1C=C(NC2=C(C=NC3=CC(=CC=C23)C2=CC=NC=C2)C(=O)N)C=CC1C